3-(4-aminoimidazo[2,1-f][1,2,4]triazin-7-yl)-N-(4-fluorobicyclo[2.2.2]octan-1-yl)-4-methylbenzenesulfonamide NC1=NC=NN2C1=NC=C2C=2C=C(C=CC2C)S(=O)(=O)NC21CCC(CC2)(CC1)F